(S)-2-(2,5-dioxo-2,5-dihydro-1H-pyrrol-1-yl)-3-methoxypropionic acid O=C1N(C(C=C1)=O)[C@H](C(=O)O)COC